C1(CC1)N1N=CC(=C1)NC1=NC=C(C=N1)I N-(1-cyclopropyl-1H-pyrazol-4-yl)-5-iodopyrimidin-2-amine